OC1=C(C=C2C=CC(=NC2=C1)C#N)C=1N=NC(=CC1)N(C1CC(NC(C1)(C)C)(C)C)C 7-hydroxy-6-(6-(methyl(2,2,6,6-tetramethylpiperidin-4-yl)amino)pyridazin-3-yl)quinoline-2-carbonitrile